N(=NC(C#N)(CC(C)CC)CC)C(C#N)(CC(C)CC)CC 2,2'-azobis-(2,4-diethylvaleronitrile)